2-(2-((((9H-fluoren-9-yl)methoxy)carbonyl)amino)-5-(tert-butoxy)-5-oxopentyl)isothiouronium C1=CC=CC=2C3=CC=CC=C3C(C12)COC(=O)NC(CSC(N)=[NH2+])CCC(=O)OC(C)(C)C